1-cyclobutyl-4-((5-(2-fluorophenyl)pyrazin-2-yl)methyl)-1,4-dihydropyrazine-2,3-dione C1(CCC1)N1C(C(N(C=C1)CC1=NC=C(N=C1)C1=C(C=CC=C1)F)=O)=O